2-fluoro-5-(4,4,5,5-tetramethyl-1,3,2-dioxaborolan-2-yl)benzoic acid FC1=C(C(=O)O)C=C(C=C1)B1OC(C(O1)(C)C)(C)C